tert-butyl 6-[8-(1,3-benzothiazol-2-ylcarbamoyl)-3,4-dihydro-1H-isoquinolin-2-yl]-3-[3-[4-(1-tertbutoxycarbonyl-4-piperidyl)butoxy]-2-methyl-phenyl]pyridine-2-carboxylate S1C(=NC2=C1C=CC=C2)NC(=O)C=2C=CC=C1CCN(CC21)C2=CC=C(C(=N2)C(=O)OC(C)(C)C)C2=C(C(=CC=C2)OCCCCC2CCN(CC2)C(=O)OC(C)(C)C)C